1-{2-[4-(4-aminopiperidin-1-yl)-3-(3-fluoro-5-methylphenyl)quinolin-6-yl]-4-cyanophenyl}-3-methoxyurea NC1CCN(CC1)C1=C(C=NC2=CC=C(C=C12)C1=C(C=CC(=C1)C#N)NC(=O)NOC)C1=CC(=CC(=C1)C)F